CN1CC2(CC1=O)CN(CC1=C2N=C(N=C1)C)C1=NC=CC=C1 1',2-dimethyl-6-(pyridin-2-yl)-6,7-dihydro-5H-spiro[pyrido[4,3-d]pyrimidine-8,3'-pyrrolidin]-5'-one